N-(3-chlorobenzyl)-6-(3,5-dimethylisoxazol-4-yl)-2-(4-methylpiperazin-1-yl)quinazolin-4-amine ClC=1C=C(CNC2=NC(=NC3=CC=C(C=C23)C=2C(=NOC2C)C)N2CCN(CC2)C)C=CC1